C(#N)C=1C(=NC(=C(C1CC)C#N)N(C)C)SCC=1C=C2CCN(CC2=CC1)C(=O)OC(C)(C)C tert-butyl 6-(((3,5-dicyano-6-(dimethylamino)-4-ethylpyridin-2-yl) thio) methyl)-3,4-dihydroisoquinoline-2(1H)-carboxylate